CN1C[C@H]2[C@H](N(C=3C=CC=C(C23)C)C)CC1 cis-2,5,9-Trimethyl-2,3,4,4a,5,9b-hexahydro-1H-pyrido[4,3-b]indole